1,4-dimethylimidazole-2-carbaldehyde CN1C(=NC(=C1)C)C=O